3-{4-[3-(aminomethyl)azetidin-1-yl]-3-(3-fluoro-5-methylphenyl)quinolin-6-yl}-5-fluoro-2-hydroxybenzonitrile NCC1CN(C1)C1=C(C=NC2=CC=C(C=C12)C=1C(=C(C#N)C=C(C1)F)O)C1=CC(=CC(=C1)C)F